FC(CCOC(CC(F)(F)F)=O)(F)F 3,3,3-trifluoropropyl-3,3,3-trifluoropropionate